BrC(C(=O)OC1CCCCC1)=C cyclohexyl alpha-bromoacrylate